1-(4-(difluoromethoxy)-3-(pyridin-3-yl)phenyl)-3,5-dimethyl-1H-pyrazole-4-carboxylic acid FC(OC1=C(C=C(C=C1)N1N=C(C(=C1C)C(=O)O)C)C=1C=NC=CC1)F